N-Methyl-N'-dimethylaminoethyl-piperazin CN1CCN(CC1)CCN(C)C